CP(OCC)(OCC)=S diethyl methylphosphonothioate